(4-methyl-1,1-dioxo-thian-4-yl)-6-[3-(2,2,2-trifluoroethoxy)pyrazin-2-yl]oxy-imidazo[1,2-a]pyridine-2-carboxamide CC1(CCS(CC1)(=O)=O)C1=C(N=C2N1C=C(C=C2)OC2=NC=CN=C2OCC(F)(F)F)C(=O)N